thieno[3,2-b]thiophene-2,5-dicarbaldehyde S1C2=C(C=C1C=O)SC(=C2)C=O